1,6-bis(trimethoxysilyl)hexane ethyl-(Z)-3-((3-ethyl-7-(methylthio)-1,1-dioxido-5-phenyl-3-propyl-2,3,4,5-tetrahydro-1,5-benzothiazepin-8-yl)oxy)-2-fluoroacrylate C(C)OC(/C(=C/OC1=CC2=C(N(CC(CS2(=O)=O)(CCC)CC)C2=CC=CC=C2)C=C1SC)/F)=O.CO[Si](CCCCCC[Si](OC)(OC)OC)(OC)OC